tertbutyl 3-oxoazetidine-1-carboxylate O=C1CN(C1)C(=O)OC(C)(C)C